NC=1N=C(SC1C(C1=CC=CC=C1)=O)N(C1=CC=C(C=C1)F)C(C(=O)N)C (N-(4-Amino-5-benzoylthiazol-2-yl)-4-fluoroanilino)propanamid